CC1(OB(OC1(C)C)C1=CC2=CN(N=C2C=C1)CCC)C 4,4,5,5-tetramethyl-2-(2-propyl-2H-indazol-5-yl)-1,3,2-dioxaborolane